2-((trifluoromethyl)thio)isoindoline-1,3-dione FC(SN1C(C2=CC=CC=C2C1=O)=O)(F)F